C(\C=C\C)(=O)OC(C)C1CCCCC1 1-cyclohexylethyl (E)-but-2-enoate